N1=CC(=CC=C1)C1=CC2=C([N+](=C(N=[N+]2[O-])NCCC(=O)OC(C)C)[O-])C=C1 7-(pyridin-3-yl)-3-((3-isopropoxy-3-oxopropyl)amino)benzo[e][1,2,4]triazine-1,4-dioxide